ferrous hydrogensulfate ascorbate O=C1C(O)=C([O-])[C@H](O1)[C@@H](O)CO.S(=O)(=O)(O)[O-].[Fe+2]